[C@H]1(CCC2=CC=CC=C12)NC1=CC=CC2=C1SC(=C2)C2OCCO2 (R)-N-(2,3-dihydro-1H-inden-1-yl)-2-(1,3-dioxolan-2-yl)benzo[b]thiophen-7-amine